1-Fluoro-2-methyl-2-propanamine hydrochloride Cl.FCC(C)(N)C